C(C)C=1C=C(C=C(C1N)CC)CC1=CC(=C(C(=C1)CC)N)CC bis(3,5-diethyl-4-aminophenyl)methane